C1=C(C=CC2=CC=CC=C12)CN1N=CC2=CC(=CC=C12)C(=O)O 1-Naphthalen-2-ylmethyl-1H-indazole-5-carboxylic acid